C(CCCCC)C1=C(C=CC=C1)C(Cl)(C1=C(C=CC=C1)CCCCCC)C1=C(C=CC=C1)CCCCCC tri(hexylphenyl)chloromethane